4-((3-(5-cyano-1-cyclohexyl-1H-pyrazol-4-yl)-2-methoxyphenyl)amino)-6-(cyclopropanecarboxamido)pyridazine-3-carboxamide C(#N)C1=C(C=NN1C1CCCCC1)C=1C(=C(C=CC1)NC1=C(N=NC(=C1)NC(=O)C1CC1)C(=O)N)OC